(12R)-12-methyl-24-(methylamino)-2,4,5,7,11,14,18-heptaazapentacyclo[13.6.2.2^{3,6}.0^{5,9}.0^{19,23}]pentacosa-1(21),3,6,8,15,17,19,22,24-nonaen-10-one C[C@H]1NC(C2=CN=C3N2N=C(NC2=CC=C4N=CC=C(NC1)C4=C2)C=C3NC)=O